C(#N)C=1C(=NC=C(C1)F)OCC1=NC=CC(=N1)O[C@@H]1C[C@@H](N(CC1)CC1=NC2=C(N1C[C@H]1OCC1)C=C(C=C2)C(=O)O)C (((2S,4S)-4-((2-(((3-Cyano-5-fluoropyridin-2-yl)oxy)methyl)pyrimidin-4-yl)oxy)-2-methylpiperidin-1-yl)methyl)-1-(((S)-oxetan-2-yl)methyl)-1H-benzo[d]imidazole-6-carboxylic acid